N-[7-(pyridin-3-yl)heptyl]propanamide N1=CC(=CC=C1)CCCCCCCNC(CC)=O